tert-butyl-[[6-[1-isopropyl-5-[2-(trifluoromethyl)pyrimidin-4-yl]pyrazol-3-yl]-3-bicyclo[3.1.0]hexanyl]oxy]-diphenyl-silane C(C)(C)(C)[Si](C1=CC=CC=C1)(C1=CC=CC=C1)OC1CC2C(C2C1)C1=NN(C(=C1)C1=NC(=NC=C1)C(F)(F)F)C(C)C